BrC=1C=C(C(=NC1)OCCCN1CCCCC1)NS(=O)(=O)C1=CC=CC=C1 N-(5-Bromo-2-(3-(piperidin-1-yl)propoxy)pyridin-3-yl)benzenesulfonamide